5-(((1S,5R,6R)-3-ethyl-3-azabicyclo[4.1.0]heptan-5-yl)oxy)isobenzofuran-1(3H)-one C(C)N1C[C@H]2C[C@H]2[C@H](C1)OC=1C=C2COC(C2=CC1)=O